C(C)(C)OC=1C=C2C(=NNC2=CC1)C1=CC(=NC=C1)N1C[C@@H](NCC1)C 5-isopropoxy-3-[2-[(3S)-3-methylpiperazin-1-yl]-4-pyridinyl]-1H-indazole